BrC=1N=NN(C1NC(O[C@H](C)C=1C(=NC=CC1)F)=O)C (R)-1-(2-fluoropyridin-3-yl)ethyl (4-bromo-1-methyl-1H-1,2,3-triazol-5-yl)carbamate